O1C=2C(=CC1=O)C=C1C=CC(C=C1C2)=O Naphtho[2,3-b]furan-2,7-dione